ClC=1C(=CC=2C3=C(C=NC2C1CCC(=O)OCC)CN([C@H]3C)C(COC)=O)OC ethyl (S)-3-(7-chloro-8-methoxy-2-(2-methoxyacetyl)-1-methyl-2,3-dihydro-1H-pyrrolo[3,4-c]quinolin-6-yl)propanoate